10-bis-p-tolylamino-9-(4-di-p-tolylamino-1-naphthyl)anthracene C1(=CC=C(C=C1)N(C1=C2C=CC=CC2=C(C2=CC=CC=C12)C1=CC=C(C2=CC=CC=C12)N(C1=CC=C(C=C1)C)C1=CC=C(C=C1)C)C1=CC=C(C=C1)C)C